8-(1H-indol-4-yl)-6-fluoro-3,4-dihydrobenzo[e][1,2,3]oxathiazine 2,2-dioxide N1C=CC2=C(C=CC=C12)C1=CC(=CC=2CNS(OC21)(=O)=O)F